4-[(E)-3-Oxo-3-[4-[4-[(E)-3-oxobut-1-enyl]benzoyl]phenyl]prop-1-enyl]benzoic acid O=C(/C=C/C1=CC=C(C(=O)O)C=C1)C1=CC=C(C=C1)C(C1=CC=C(C=C1)\C=C\C(C)=O)=O